C(#N)C1=C(C=C(OC2C(C(C2(C)C)NC(C2=CC=CC=C2)=O)(C)C)C=C1)OC N-[3-(4-cyano-3-methoxy-phenoxy)-2,2,4,4-tetramethyl-cyclobutyl]benzamide